BrC1=CC(=CC=2N(C=NC21)CC(F)(F)F)[N+](=O)[O-] 4-bromo-6-nitro-1-(2,2,2-trifluoroethyl)-1H-benzo[d]imidazole